C(C)C=1C(=C(C#N)C=C(C1C)CO)N1CC2CC2C1 ethyl-2-{3-azabicyclo[3.1.0]hex-3-yl}-5-(hydroxymethyl)-4-methylbenzonitrile